1,2-bis(tetradecylthio)ethane C(CCCCCCCCCCCCC)SCCSCCCCCCCCCCCCCC